2-isopropyl-4-methyl-1H-pyrrole-3-carboxylic acid methyl ester COC(=O)C1=C(NC=C1C)C(C)C